tert-butyl (3',6'-dimorpholino-3-oxospiro[isoindoline-1,9'-xanthen]-2-yl)carbamate O1CCN(CC1)C=1C=CC=2C3(C4=CC=C(C=C4OC2C1)N1CCOCC1)N(C(C1=CC=CC=C13)=O)NC(OC(C)(C)C)=O